5-METHYL-3-HEPTANONE CC(CC(CC)=O)CC